BrC=1C=CC=2C3(C4=CC=CC=C4C2C1)C1=CC=CC=C1C=1C=C(C=CC13)Br 3,3'-dibromo-9,9'-spirobifluorene